(1R,3aS,10aR)-5-fluoro-1-{(1E,3ξ)-3-[1-(2-fluorophenyl)cyclopropyl]-3-hydroxy-1-propen-1-yl}-2,3,3a,9,10,10a-hexahydro-1H-benzo[b]cyclopenta[f]oxepin-6-carboxylic acid FC1=C(C=CC2=C1O[C@@H]1[C@H](CC2)[C@H](CC1)\C=C\C(O)C1(CC1)C1=C(C=CC=C1)F)C(=O)O